N-[3-fluoro-4-[[6-methoxy-7-(2-methoxy-ethoxy)-1,5-naphthyridin-4-yl]oxy]phenyl]-5-(furan-2-yl)-1,2,6-trimethyl-4-oxopyridine-3-carboxamide FC=1C=C(C=CC1OC1=CC=NC2=CC(=C(N=C12)OC)OCCOC)NC(=O)C1=C(N(C(=C(C1=O)C=1OC=CC1)C)C)C